(3S)-1-[2'-(4,5-Dimethyl-1H-imidazol-2-yl)-3,4'-bipyridin-5-yl]pyrrolidin-3-ol CC=1N=C(NC1C)C1=NC=CC(=C1)C=1C=NC=C(C1)N1C[C@H](CC1)O